(9R)-9-(2-oxobutyl)-3-(1H-pyrazol-4-yl)-2-thia-8,11-diazatricyclo[6.4.1.04,13]trideca-1(13),3-dien-12-one O=C(C[C@H]1N2CCCC3=C(SC(C(NC1)=O)=C32)C=3C=NNC3)CC